C(C)N1C=NC=C1C(=O)C1=CN=C2SC(=CN21)C(=O)O 5-(1-ethyl-1H-imidazole-5-carbonyl)imidazo[2,1-b]Thiazole-2-carboxylic acid